ClC=1C=CC(=C(C1)C(C1=CC=CC=C1)P(OC)(=O)C1=CC=CC=C1)O Methyl ((5-chloro-2-hydroxyphenyl)(phenyl)methyl)(phenyl)phosphinate